ClC=1C=C(C=C(C1)C(F)(F)F)NC(C1=C(C(=CC(=C1)[N+](=O)[O-])C#C[Si](C)(C)C)C)=O N-(3-chloro-5-(trifluoromethyl)phenyl)-2-methyl-5-nitro-3-((trimethylsilyl)ethynyl)benzamide